ClC=1C=C(NC2(CCC3(C(CC4=CC=CC=C34)C[C@H](COC3=CC=NC=4[C@@H](CC[C@H](C34)C)F)C)CC2)C(=O)O)C=CC1 4-(3-Chloroanilino)-2'-[(2R)-3-{[(5R,8R)-8-fluoro-5-methyl-5,6,7,8-tetrahydroquinolin-4-yl]oxy}-2-methylpropyl]-2',3'-dihydrospiro[cyclohexane-1,1'-indene]-4-carboxylic acid